(2-(1,3-dioxolan-2-yl)-4-fluorophenyl)butan-1-ol O1C(OCC1)C1=C(C=CC(=C1)F)C(CCC)O